cyclopropylidene(cyclopentadienyl)(2,7-diphenyl-3,6-di-tert-butylfluorenyl)zirconium dichloride [Cl-].[Cl-].C1(CC1)=[Zr+2](C1=C(C(=CC=2C3=CC(=C(C=C3CC12)C1=CC=CC=C1)C(C)(C)C)C(C)(C)C)C1=CC=CC=C1)C1C=CC=C1